CC(CC=C(C(=O)[O-])C#N)CC 2-methylbutylcyanoacrylate